C1(CC1)C=1N=NN(C1)[C@H](C(=O)N1[C@@H](C[C@H](C1)O)C(=O)NC1CN(CC1)C1=CC(=C(C=C1)Cl)Cl)C(C)(C)C (2S,4R)-1-[(2S)-2-(4-cyclopropyltriazol-1-yl)-3,3-dimethyl-butanoyl]-N-[1-(3,4-dichlorophenyl)pyrrolidin-3-yl]-4-hydroxy-pyrrolidine-2-carboxamide